SC=1N=CNC1S 4,5-dimercaptoimidazole